ClC1=NC(=CC=C1)[N+](=O)[O-] 2-chloro-6-nitropyridine